Cl.C(CCCC)(=O)NC1=CC2=NC3=C(C=CC=C3C2=CC=C1)CN 7-(pentanoyl)amino-4-aminomethylcyclohepta[7,6-b]indole hydrochloride